[K].C1CCC2=C(C=3CCCC3C=C12)NC(=O)NS(=O)(=O)CC(C)C N-((1,2,3,5,6,7-Hexahydro-s-indacen-4-yl)carbamoyl)-2-methylpropane-1-sulfonamide, Potassium Salt